N(=C=O)C1P(CCCCCC1)C1CCCCCCC1 isocyanatophosphabicyclooctane